COC1=CC=C(CN(C2=NC=CC(=N2)CNC(OC(C)(C)C)=O)CC2=CC=C(C=C2)OC)C=C1 tert-butyl ((2-(bis(4-methoxybenzyl)amino)pyrimidin-4-yl)methyl)carbamate